2-(4-methylphenyl)-4,5-dihydro-oxazole CC1=CC=C(C=C1)C=1OCCN1